NC(CC[C@@]1(OC1)C(=O)NC=1C=C(C2=C(CCO2)C1C#N)C1=CC=C(C=C1)C(C)C)=O (S)-2-(3-amino-3-oxopropyl)-N-(4-cyano-7-(4-isopropylphenyl)-2,3-dihydrobenzofuran-5-yl)oxirane-2-carboxamide